NC1=NC=NN2C1=NC=C2C=2C=NN(C2)C=2C=C(C(=O)O)C=CC2C 3-(4-(4-aminoimidazo[2,1-f][1,2,4]triazin-7-yl)-1H-pyrazol-1-yl)-4-methylbenzoic acid